CN(C1=CC(=C(C(=O)NC2CCC(CC2)NC2=CC=CC=3N2C=C(N3)C(F)(F)F)C=C1)F)C 4-(dimethylamino)-2-fluoro-N-[(1s,4s)-4-{[2-(trifluoromethyl)imidazo[1,2-a]pyridin-5-yl]amino}cyclohexyl]benzamide